COC(=O)C=1N2C(C3=CC(=CC=C3C1O)C=1N=NN(C1)C)=NC=N2.C2(=CC=CC=C2)C2C(C)O2 phenyl-epoxypropane methyl-6-hydroxy-9-(1-methyl-1H-1,2,3-triazol-4-yl)-[1,2,4]triazolo[5,1-a]isoquinoline-5-carboxylate